NC1=C2N=C(N(C2=NC=N1)[C@H]1[C@@H]([C@@H]2OP(OC[C@H]2O1)(=O)O)O)Cl (4aR,6R,7R,7aS)-6-(6-amino-8-chloropurin-9-yl)-2-hydroxy-2-oxo-4a,6,7,7a-tetrahydro-4H-furo[3,2-d][1,3,2]dioxaphosphinin-7-ol